4-(3-methoxy-4-((4-(methylamino)-5-(trifluoromethyl)-7H-pyrrolo[2,3-d]pyrimidin-2-yl)amino)phenyl)-1-(tetrahydro-2H-pyran-4-yl)-1,4-azaphosphinane 4-oxide COC=1C=C(C=CC1NC=1N=C(C2=C(N1)NC=C2C(F)(F)F)NC)P2(CCN(CC2)C2CCOCC2)=O